(S)-4-((2-phenoxyethyl)(4-(5,6,7,8-tetrahydro-1,8-naphthyridin-2-yl)butyl)amino)-2-(quinoline-6-carboxamido)butanoic acid O(C1=CC=CC=C1)CCN(CC[C@@H](C(=O)O)NC(=O)C=1C=C2C=CC=NC2=CC1)CCCCC1=NC=2NCCCC2C=C1